C(C)(C)C(C(=O)OCC(C)(C)C)C(C(=O)OCC(C)(C)C)C1CCCCC1 di-neopentyl 2-isopropyl-3-cyclohexylsuccinate